(S)-5-(2-(4,5-dichloro-6-oxopyridazin-1(6H)-yl)propanamido)-N-(2-(pyridin-2-yl)ethyl)-2-(trifluoromethyl)benzamide ClC=1C=NN(C(C1Cl)=O)[C@H](C(=O)NC=1C=CC(=C(C(=O)NCCC2=NC=CC=C2)C1)C(F)(F)F)C